FC=1C(=NC(=NC1)NC1=C(C=C(C(=C1)C)N1CCC(CC1)N1CCN(CC1)C)OC)NC1=CC2=C(CCO2)C=C1N(S(=O)(=O)C)C N-(6-((5-fluoro-2-((2-methoxy-5-methyl-4-(4-(4-methylpiperazin-1-yl)piperidine-1-yl)phenyl)amino)pyrimidin-4-yl)amino)-2,3-dihydrobenzofuran-5-yl)-N-methylmethanesulfonamide